4-(aminomethyl)pyridinecarbonitrile dihydrochloride Cl.Cl.NCC1=CC(=NC=C1)C#N